2-[[1-(4-chloro-6-methoxy-pyrimidin-5-yl)cyclopropanecarbonyl]amino]-4-[[3-fluoro-2-methoxy-propyl]-[4-(5,6,7,8-tetrahydro-1,8-naphthyridin-2-yl)butyl]amino]butanoic acid ClC1=NC=NC(=C1C1(CC1)C(=O)NC(C(=O)O)CCN(CCCCC1=NC=2NCCCC2C=C1)CC(CF)OC)OC